(E)-3-(furan-2-yl)-1-(1-methyl-1H-imidazol-2-yl)propan-2-en-1-one O1C(=CC=C1)/C=C/C(=O)C=1N(C=CN1)C